2-(6'-Bromo-1',3'-dioxo-spiro[cyclopropan-1,4'-isoquinoline]-2'-yl)-N-(5-cyanopyrimidin-2-yl)acetamide BrC=1C=C2C3(C(N(C(C2=CC1)=O)CC(=O)NC1=NC=C(C=N1)C#N)=O)CC3